C(CCCCCCCC=CCC)O dodeca-9-en-1-ol